[C@@H]1([C@H](O)[C@H](O)[C@H](O1)C)N1C(N=C(C(=C1)F)NC(OCCCCC)=O)=O pentyl [1-(5-deoxy-β-D-ribofuranosyl)-5-fluoro-2-oxo-1,2-dihydropyrimidin-4-yl]carbamate